6-bromo-3-((tert-butoxycarbonyl)amino)-5-(trifluoromethyl)picolinic acid BrC1=C(C=C(C(=N1)C(=O)O)NC(=O)OC(C)(C)C)C(F)(F)F